NC=1N(C=CC1)C1C(=C(C=CC1(C)OCC1(CC1)N(C)C)O)C 2-amino-6-((1-(dimethylamino)cyclopropyl)methoxy)-1-(3-hydroxy-2,6-dimethylphenyl)-1H-pyrrole